C1(=CC=CC=C1)C1=CC=C(S1)CNCCC1=C(C=C(C(=C1)OC)OC)OC N-((5-phenylthiophen-2-yl)methyl)-2-(2,4,5-trimethoxyphenyl)-ethan-1-amine